ClC1=CC2=C(N(C(C(N2C)=O)=O)C2CCN(CC2)C2=NC=C(C=N2)COC2COCC2)N=C1 7-chloro-1-methyl-4-(1-(5-(((tetrahydrofuran-3-yl)oxy)methyl)pyrimidin-2-yl)piperidin-4-yl)-1,4-dihydropyrido[2,3-b]pyrazine-2,3-dione